N1=CN=C(C2=CC=C3C(=C12)OC=CO3)N Dioxino[2,3-h]Quinazolin-4-amine